(2S,4R)-N-(4-(2,4-dimethylthiazol-5-yl)benzyl)-4-hydroxypyrrolidine-2-carboxamide CC=1SC(=C(N1)C)C1=CC=C(CNC(=O)[C@H]2NC[C@@H](C2)O)C=C1